7-chloro-3-(2-{3-methoxy-4-[(1r,3r)-3-(dimethylamino)cyclobutoxy]phenyl-amino}-4-pyrimidinylamino)-1,2-dihydro-2-quinolinone ClC1=CC=C2C=C(C(NC2=C1)=O)NC1=NC(=NC=C1)NC1=CC(=C(C=C1)OC1CC(C1)N(C)C)OC